N-benzyl-2-(5-fluoro-1H-pyrrolo[2,3-b]pyridin-3-yl)ethan-1-amine C(C1=CC=CC=C1)NCCC1=CNC2=NC=C(C=C21)F